C1NCC[C@@H]2C=3C1=CC=CC3C3(CC2)CCC3 (R)-2',3',4',4a',5',6'-hexahydro-1'H-spiro[cyclobutane-1,7'-naphtho[1,8-cd]azepine]